N[C@]12[C@H](CN(C1)[C@](C(=O)O)(C)N)CCCB(OC2=O)OCC (6aS,9aR)-9a-Amino-8-((S)-2-amino-1-hydroxypropanoyl)-3-ethoxyoctahydro-[1,2]oxaborocino{6,7-c}pyrrol-1{3H}one